2,2-dimethylpropyl ether CC(COCC(C)(C)C)(C)C